3-(6-(4-((3,9-diazaspiro[5.5]undec-3-yl)methyl)piperidin-1-yl)-7-fluoro-1-methyl-1H-indazol-3-yl)piperidine-2,6-dione C1CN(CCC12CCNCC2)CC2CCN(CC2)C2=CC=C1C(=NN(C1=C2F)C)C2C(NC(CC2)=O)=O